ClC=1C(=C(C=CC1B1OC(C(O1)(C)C)(C)C)C=1C=NN(C1C)CCOC)F 4-[3-chloro-2-fluoro-4-(4,4,5,5-tetramethyl-1,3,2-dioxaborolan-2-yl)phenyl]-1-(2-methoxyethyl)-5-methyl-pyrazole